allyl-(2-di-t-butylphosphino-2',4',6'-triisopropyl-1,1'-biphenyl) palladium (II) triflate [O-]S(=O)(=O)C(F)(F)F.[Pd+2].C(C=C)C=1C(=C(C=CC1)C1=C(C=C(C=C1C(C)C)C(C)C)C(C)C)P(C(C)(C)C)C(C)(C)C.[O-]S(=O)(=O)C(F)(F)F